FC(CNC(=O)C1CNCCC1)F piperidine-3-carboxylic acid (2,2-difluoro-ethyl)-amide